3-[(1H-imidazol-2-yl)methoxy]-4-phenoxyphenyl-3-(3-methylphenyl)-1,3,5-triazine-2,4,6-trione N1C(=NC=C1)COC=1C=C(C=CC1OC1=CC=CC=C1)N1C(N(C(NC1=O)=O)C1=CC(=CC=C1)C)=O